(2R,3S)-2-{[(tert-butoxy)carbonyl]amino}-3-(2,3-difluoro-4-nitrophenyl)butanoic acid C(C)(C)(C)OC(=O)N[C@@H](C(=O)O)[C@@H](C)C1=C(C(=C(C=C1)[N+](=O)[O-])F)F